(R)-1-(3-fluoro-6-(6-(trifluoromethyl)imidazo[1,2-a]pyridin-3-yl)pyridin-2-yl)piperidine-3-carboxamide FC=1C(=NC(=CC1)C1=CN=C2N1C=C(C=C2)C(F)(F)F)N2C[C@@H](CCC2)C(=O)N